tert-butyl (3-(6-oxo-1,6-dihydropyridazin-3-yl)benzyl)carbamate O=C1C=CC(=NN1)C=1C=C(CNC(OC(C)(C)C)=O)C=CC1